S1C(=CC=C1)C1=CC(=NN1)CNC(C1=C(C=CC=C1)OC(F)(F)F)=O N-((5-(thiophen-2-yl)-1H-pyrazol-3-yl)methyl)-2-(trifluoromethoxy)benzamide